C1=CC=C(C=C1)NC2=CC=C(C=C2)C(=C3C=CC(=NC4=CC=CC=C4)C=C3)C5=CC=C(C=C5)NC6=CC=CC=C6.Cl The molecule is a hydrochloride obtained by combining the free base of spirit blue with one equivalent of hydrochloric acid. It has a role as a dye. It contains a spirit blue(1+).